(E)-4-(2,2-dimethyl-6-methylidenecyclohexyl)but-3-en-2-one CC1(C(C(CCC1)=C)/C=C/C(C)=O)C